5-(2-fluorophenyl)-2-furoyl chloride FC1=C(C=CC=C1)C1=CC=C(O1)C(=O)Cl